COC(=O)C=1SC=C(C1F)OC1=C(C=C(C=C1C)N)C 4-(4-amino-2,6-dimethylphenoxy)-3-fluorothiophene-2-carboxylic acid methyl ester